OC1=CC=C(C=C1)CCCCCCCCN1C(C2=CC=CC=C2C1=O)=O 2-(8-(4-Hydroxyphenyl)octyl)isoindoline-1,3-dione